(4-methylmorpholin-2-ylmethyl)morpholine-2-carboxamide CN1CC(OCC1)CN1CC(OCC1)C(=O)N